CC=1C=C(C=2N(C(C=C(N2)N2CCOCC2)=O)C1)[C@@H](C)NC1=C(C(=O)OC)C=CC=C1 |r| (±)-methyl 2-({1-[7-methyl-2-(morpholin-4-yl)-4-oxo-pyrido[1,2-a]pyrimidin-9-yl]ethyl} amino)benzoate